COC1=NC(=NC(=C1S(=O)(=O)C)OC)S(=O)(=O)C 4,6-dimethoxy-dimethylsulfonylpyrimidine